1-ethyl-4-[(6-hydroxy-3,4-dihydro-2,7-naphthyridin-2(1H)-yl)carbonyl]pyrrolidin-2-one C(C)N1C(CC(C1)C(=O)N1CC2=CN=C(C=C2CC1)O)=O